N-(5-((6-((R)-3-(2,5-difluorophenyl)isoxazolidine-2-yl)pyrimidine-4-yl)amino)-4-methoxy-2-((2-methoxyethyl)(methyl)amino)phenyl)acrylamide FC1=C(C=C(C=C1)F)[C@@H]1N(OCC1)C1=CC(=NC=N1)NC=1C(=CC(=C(C1)NC(C=C)=O)N(C)CCOC)OC